FC1(CCN(CC1)C(=O)C1=CC=2C3C(CNC2N=C1)C3)F 6-(4,4-difluoropiperidine-1-carbonyl)-1,1a,2,7b-tetrahydro-3H-cyclopropa[c][1,8]naphthyridin